tert-butyl 3-acryloyl-3-allylazetidine-1-carboxylate C(C=C)(=O)C1(CN(C1)C(=O)OC(C)(C)C)CC=C